C(CCC)OC1=CC=C(C=C1)C(CC=C)O (E)-p-butoxyphenyl-3-buten-1-ol